2-(5-chloro-2-oxo-2,3-dihydro-1H-indol-1-yl)-N-(3-hydroxypropyl)acetamide ClC=1C=C2CC(N(C2=CC1)CC(=O)NCCCO)=O